OCC1(CNCC1)N1C(SC(=C1)COC=1C=CC2=C(C=C(O2)C)C1)C N-(3-(hydroxymethyl)pyrrolidin-3-yl)-2-methyl-5-((2-methylthiazol-5-yl)methoxy)benzofuran